(1R,4r)-4-((5-(1-((R)-2-fluoropropyl)-1H-benzo[d][1,2,3]triazol-6-yl)-4-methoxypyrrolo[2,1-f][1,2,4]triazin-2-yl)amino)-1-methylcyclohexan-1-ol F[C@@H](CN1N=NC2=C1C=C(C=C2)C=2C=CN1N=C(N=C(C12)OC)NC1CCC(CC1)(O)C)C